(R)-3-(2-methoxypyrimidin-5-yl)-3-(5-(2-(5,6,7,8-tetrahydro-1,8-naphthyridin-2-yl)ethoxy)-1H-indazol-1-yl)propionic acid COC1=NC=C(C=N1)[C@@H](CC(=O)O)N1N=CC2=CC(=CC=C12)OCCC1=NC=2NCCCC2C=C1